N1=CC(=CC=C1)COC1=CC=C(C=C1)C1(CCOCC1)C(=O)N[C@@H](C)C1=CC=C(C(=O)OC)C=C1 Methyl 4-[(1S)-1-[[4-[4-(3-pyridylmethoxy)phenyl]tetrahydropyran-4-carbonyl]amino]ethyl]benzoate